C(C)(C)C1=C(C=CC=C1)C1N(CCN(C1)C1CCC(CC1)C1=CC=C(C=C1)OC)C1CC2(C1)CCNCC2 2-(2-(2-isopropylphenyl)-4-(4-(4-methoxyphenyl)cyclohexyl)piperazin-1-yl)-7-azaspiro[3.5]nonane